CN1N=C2N=CC(=CC2=C1)C=1N=CC2=C(N1)SC(=C2)C2(CC(C2)C(F)(F)F)O cis-1-(2-(2-methyl-2H-pyrazolo[3,4-b]pyridin-5-yl)thieno[2,3-d]pyrimidin-6-yl)-3-(trifluoromethyl)cyclobutanol